1-(3-(4-Chlorophenyl)-1,2,4-oxadiazol-5-yl)-N-(((S)-1-(((R)-1-methylpiperidin-3-yl)methyl)pyrrolidin-3-yl)methyl)piperidin-4-carboxamid ClC1=CC=C(C=C1)C1=NOC(=N1)N1CCC(CC1)C(=O)NC[C@H]1CN(CC1)C[C@H]1CN(CCC1)C